1-(6-Bromo-7-fluoro-5-((4-fluorophenyl)amino)-1H-indazol-1-yl)-2,2-dimethylpropan-1-one BrC1=C(C=C2C=NN(C2=C1F)C(C(C)(C)C)=O)NC1=CC=C(C=C1)F